C(\C=C\C)=O (E)-Crotonaldehyde